NC(C(CC=1C(NC2=CC=C(C=C2C1)C)=O)NC(OC(C)(C)C)=O)=O tert-Butyl (1-amino-3-(6-methyl-2-oxo-1,2-dihydroquinolin-3-yl)-1-oxopropan-2-yl)carbamate